FC1=C(C=C2C(=C(N(C2=C1)C1=CC(=C(C=C1)F)C)C(C)C)C(C(=O)O)C)OC (6-fluoro-1-(4-fluoro-3-methylphenyl)-2-isopropyl-5-methoxy-1H-indol-3-yl)propionic acid